C(C1=CC=CC=C1)OC=1C(=CC(=C(C1)NC(OCC=C)=O)C(=O)N1CC2=CC=CC=C2C[C@H]1CO)OC Allyl (S)-(5-(benzyloxy)-2-(3-(hydroxymethyl)-1,2,3,4-tetrahydroisoquinoline-2-carbonyl)-4-methoxyphenyl)carbamate